CO[C@H](C)C=1C=2N(C=C(C1)C1=NC=CC=C1OC)C=C(N2)C=O {8-[(1R)-1-methoxyethyl]-6-(3-methoxy-2-pyridinyl)imidazo[1,2-a]pyridin-2-yl}methanone